(2-chloro-acetyl)-lysine ClCC(=O)N[C@@H](CCCCN)C(=O)O